C(C)(C)(C)OC(=O)N([C@H](C(=O)O)CC1=CC=CC=C1)CC (S)-2-(tert-butoxycarbonyl-(ethyl)amino)-3-phenylpropionic acid